tert-butyl 3-(aminomethyl)-3-phenylazetidine-1-carboxylate NCC1(CN(C1)C(=O)OC(C)(C)C)C1=CC=CC=C1